2-(chloromethyl)-3-((1-(cyanomethyl)cyclopropyl)methyl)-3H-imidazo[4,5-b]pyridine-5-carboxylic acid methyl ester COC(=O)C1=CC=C2C(=N1)N(C(=N2)CCl)CC2(CC2)CC#N